C(C1=CC=CC=C1)C=1NC(=NN1)C(=O)N[C@H]1C(N(C=2C=CC=C3C(=CN(C23)C1)C#N)C)=O |r| (±)-5-benzyl-N-(7-cyano-1-methyl-2-oxo-1,2,3,4-tetrahydro-[1,4]diazepino[3,2,1-hi]indol-3-yl)-4H-1,2,4-triazole-3-carboxamide